di(diisopropylamino)(2-cyanoethoxy)phosphine C(C)(C)N(C(C)C)P(OCCC#N)N(C(C)C)C(C)C